ClC1=NC(=CC(=C1)[C@@H]1CN(C[C@H](O1)COC)C(=O)OC(C)(C)C)C1=NC=NC(=C1)C(NC)=O trans-tert-butyl 2-(2-chloro-6-(6-(methylcarbamoyl)pyrimidin-4-yl)pyridin-4-yl)-6-(methoxymethyl)morpholine-4-carboxylate